acryloyloxyethyltrimethylammonium p-toluenesulfonate CC1=CC=C(C=C1)S(=O)(=O)[O-].C(C=C)(=O)OCC[N+](C)(C)C